N-{[3-cyano-4-(tetrahydro-2H-pyran-4-ylmethoxy)phenyl]sulfonyl}2-(1H-pyrrolo[2,3-b]pyridin-5-yloxy)benzamide C(#N)C=1C=C(C=CC1OCC1CCOCC1)S(=O)(=O)NC(C1=C(C=CC=C1)OC=1C=C2C(=NC1)NC=C2)=O